C(C)(C)(C)OP(=O)(OC(C)(C)C)OCCCCC(=O)OCCl chloromethyl 5-((di-tert-butoxyphosphoryl)oxy)pentanoate